CCCCC/C=C\C/C=C\C/C=C\CCCCCCC(=O)OC[C@H](COP(=O)(O)OC[C@@H](C(=O)O)N)OC(=O)CCCCCCC/C=C\CCCC 1-(8Z,11Z,14Z-eicosatrienoyl)-2-(9Z-tetradecenoyl)-glycero-3-phosphoserine